divinyl-[1,1':3',1''-terphenyl] C(=C)C=1C(=C(C=CC1)C1=CC(=CC=C1)C1=CC=CC=C1)C=C